CN(C=1SC2=C(N1)COC=1C=C(C=C(C12)C)C=1C=NNC1)C1CC(NC(C1)(C)C)(C)C N,9-dimethyl-7-(1H-pyrazol-4-yl)-N-(2,2,6,6-tetramethylpiperidin-4-yl)-4H-chromeno[3,4-d]thiazol-2-amine